C1(=CC(=CC(=C1)C#N)C#N)C#N 1,3,5-Benzenetricarbonitrile